C1=CC=C(C=C1)C[C@H](C(=O)NO)NS(=O)(=O)C2=CC=C(C=C2)C3=CC=CC=C3 (2R)-[(4-Biphenylylsulfonyl)amino]-N-hydroxy-3-phenylpropionamide